(3R,4R)-N-(3-(4-Methylpiperazin-1-yl)phenyl)-1-oxo-2-(pyridin-4-ylmethyl)-3-(4-(trifluoromethyl)phenyl)-1,2,3,4-tetrahydroisochinolin-4-carboxamid CN1CCN(CC1)C=1C=C(C=CC1)NC(=O)[C@H]1[C@@H](N(C(C2=CC=CC=C12)=O)CC1=CC=NC=C1)C1=CC=C(C=C1)C(F)(F)F